4-hydroxy-N-((S)-1-(4-(4-Methylthiazol-5-yl)phenyl)ethyl)pyrrolidine-2-carboxamide dihydrochloride Cl.Cl.OC1CC(NC1)C(=O)N[C@@H](C)C1=CC=C(C=C1)C1=C(N=CS1)C